9-Fluoro-11,17-dihydroxy-17-(2-hydroxyacetyl)-10,13,16-trimethyl-6,7,8,11,12,14,15,16-octahydro-cyclopenta[a]phenanthren-3-one FC12C(CC3(C(C(CC3C1CCC1=CC(C=CC21C)=O)C)(C(CO)=O)O)C)O